C(C1=CC=CC=C1)C=1N(C=2C(=C3CC[C@@H](NC3=CC2)C)N1)CCN1CCC2(CCO2)CC1 (7S)-2-Benzyl-7-methyl-3-(2-{1-oxa-7-azaspiro[3.5]nonan-7-yl}ethyl)-3H,6H,7H,8H,9H-imidazo[4,5-f]chinolin